(5,7-di(thiophene-2-yl)-2,3-dihydrothieno[3,4-b][1,4]dioxin-2-yl)methanol S1C(=CC=C1)C=1SC(=C2OC(COC21)CO)C=2SC=CC2